FC1=C(C(=CC=C1)OC)C1=NC=CC(=N1)NC1=NC=C(C(=C1)N1C[C@H](CCC1)C(=O)N)C=1C=NN(C1)C1CCOCC1 (S)-1-(2-((2-(2-fluoro-6-methoxyphenyl)pyrimidin-4-yl)amino)-5-(1-(tetrahydro-2H-pyran-4-yl)-1H-pyrazol-4-yl)pyridin-4-yl)piperidin-3-carboxamide